ethyl 1-(2-(1-(tert-butoxycarbonyl)pyrrolidin-3-yl)-2-oxoethyl)-3-fluoro-1H-pyrrole-2-carboxylate C(C)(C)(C)OC(=O)N1CC(CC1)C(CN1C(=C(C=C1)F)C(=O)OCC)=O